CC=1C=C(C=C(C1)C1=CC=NN1C)S(=O)(=O)NC(COC1=CC2=CC=CC=C2C=C1)=O N-((3-methyl-5-(1-methyl-1H-pyrazol-5-yl)phenyl)sulfonyl)-2-(naphthalen-2-yloxy)acetamide